CN(C)CC1=CC=C(/C=C/C2=NNC3=CC(=C(C=C23)C)C2=NC(=NC=C2)N)C=C1 trans-4-(3-(4-((dimethylamino)methyl)styryl)-5-methyl-1H-indazol-6-yl)pyrimidin-2-amine